C(CCCCCCCCCCCCCCCCCCCCC)N docosanyl-amine